Cl.COC1=C(C(=O)O)C=CC(=C1)NC(C1=NC=C(C=C1)CCCCC)=O 2-methoxy-4-(5-pentylpicolinamido)benzoic acid hydrogen chloride